C1=CC(=C(C(=C1F)F)F)I 2,3,4-trifluoroiodobenzene